N-(4-(4-bromophenyl)thiazol-2-yl)-2-((4-methylphenyl)sulfonamido)-5-(trifluoromethyl)benzamide BrC1=CC=C(C=C1)C=1N=C(SC1)NC(C1=C(C=CC(=C1)C(F)(F)F)NS(=O)(=O)C1=CC=C(C=C1)C)=O